CC(C(=O)O)(C)OC1=C(C=C(C=C1)CN1CCN(CC1)C1=CC=C(C=C1)C(F)(F)F)C 2-Methyl-2-(2-methyl-4-((4-(4-(trifluoromethyl)phenyl)piperazin-1-yl)methyl)phenoxy)propanoic acid